(R)-N-(2-(4-Cyanothiazolidin-3-yl)-2-oxoethyl)-6-(3-ethyl-3-methylazetidin-1-yl)-quinoline-4-carboxamide C(#N)[C@H]1N(CSC1)C(CNC(=O)C1=CC=NC2=CC=C(C=C12)N1CC(C1)(C)CC)=O